2-(((S)-1-(((S)-1,1-bis(4-methoxyphenyl)propan-2-yl)amino)-3-methyl-1-oxobutan-2-yl) carbamoyl)-4-methoxypyridin-3-yl isobutyrate C(C(C)C)(=O)OC=1C(=NC=CC1OC)C(N[C@H](C(=O)N[C@H](C(C1=CC=C(C=C1)OC)C1=CC=C(C=C1)OC)C)C(C)C)=O